spirobifluorenedicarboxylic acid C12(C(=C(C=C3C4=CC=CC=C4C=C13)C(=O)O)C(=O)O)C=CC=C1C3=CC=CC=C3C=C12